4-Cyclopropyl-N-(piperidin-4-yl)-N-(6-(trifluoromethyl)pyridin-3-yl)pyridin-3-amine C1(CC1)C1=C(C=NC=C1)N(C=1C=NC(=CC1)C(F)(F)F)C1CCNCC1